CN[C@@H]1C=2N(CCC1)N=C(C2)C(=O)NC2=C(C(=CC=C2)B2OC(C(O2)(C)C)(C)C)C (4S)-4-(methylamino)-N-[2-methyl-3-(4,4,5,5-tetramethyl-1,3,2-dioxaborolan-2-yl)phenyl]-4,5,6,7-tetrahydropyrazolo[1,5-a]pyridine-2-carboxamide